OC=1C=C(C=C(C1)O)C=CC1=CC=C(C=C1)O 3,4',5-trihydroxystilbene